tert-butyl N-[(3R)-1-[4-ethoxy-5-(2-methylpyrazolo[1,5-a]pyridin-5-ylcarbamoyl) pyrimidin-2-yl] pyrrolidin-3-yl]-N-methylcarbamate C(C)OC1=NC(=NC=C1C(NC1=CC=2N(C=C1)N=C(C2)C)=O)N2C[C@@H](CC2)N(C(OC(C)(C)C)=O)C